BrCC1=CC=2C(=NOC2C(=O)OC(C)(C)C)C=C1 tert-butyl 5-(bromomethyl)benzo[c]isoxazole-3-carboxylate